FCCCC1=C(C(=O)N)C=CC=C1 (3-fluoropropyl)benzamide